[C@H]1([C@H](O)[C@@H](O)[C@H](O)[C@H](O1)CO)OC[C@@H]1[C@H]([C@@H]([C@H]([C@H](O1)O[C@H]([C@H](C=O)O)[C@H](O)[C@H](O)CO)O)O)O α-D-Glucopyranosyl-(1→6)-α-D-glucopyranosyl-(1→3)-D-glucose